COC1=NC2=CC=CC=C2C=C1C1=NN=C(O1)[C@H](CCCCCC(CC)=O)NC(=O)[C@@H]1CC12CCN(CC2)C (R)-N-((S)-1-(5-(2-Methoxychinolin-3-yl)-1,3,4-oxadiazol-2-yl)-7-oxononyl)-6-methyl-6-azaspiro[2.5]octan-1-carboxamid